lithium nickel cobalt manganese oxide carbon [C+4].[O-2].[Mn+2].[Co+2].[Ni+2].[Li+]